[Na+].N[C@@H](C)C(=O)[O-] alanine sodium salt